N-((2-Bromo-6-methylpyridin-4-yl)methyl)methanesulfonamide BrC1=NC(=CC(=C1)CNS(=O)(=O)C)C